2-Ethylsulfanyl-N-(2-hydroxy-4-methyl-pentyl)-4-methyl-6-morpholin-4-yl-pyridine-3-carboxylic acid amide C(C)SC1=NC(=CC(=C1C(=O)NCC(CC(C)C)O)C)N1CCOCC1